Methyl 5-fluoro-2-((pyrazolo[1,5-a]pyrimidine-3-carboxamido)methyl)benzofuran-7-carboxylate FC=1C=C(C2=C(C=C(O2)CNC(=O)C=2C=NN3C2N=CC=C3)C1)C(=O)OC